5-bromo-3,6-difluoro-N1-methylbenzene-1,2-diamine BrC1=CC(=C(C(=C1F)NC)N)F